C1(CC1)C=1C(=NC(=CC1)N1CCC(CC1)(F)F)C(F)(F)F 3-cyclopropyl-6-(4,4-difluoropiperidin-1-yl)-2-(trifluoromethyl)pyridine